FC1=CC(=C(C=C1F)NC1=C(C(=O)NC=2C(=NC(=CC2)OC)C)C=C(C=C1)C(F)(F)F)C 2-((4,5-difluoro-2-methylphenyl)-amino)-N-(6-methoxy-2-methylpyridin-3-yl)-5-(trifluoromethyl)-benzamide